1-(t-butyl) 2-methyl 2-(2-(chloromethyl)allyl)-4,4-difluoropyrrolidin-1,2-dicarboxylate ClCC(CC1(N(CC(C1)(F)F)C(=O)OC(C)(C)C)C(=O)OC)=C